(3aR,5R,6aS)-2-((S)-2-(6-fluoro-5-hydroxypyridin-2-yl)-2-hydroxyethyl)-5-phenoxyhexahydrocyclopenta[c]pyrrol FC1=C(C=CC(=N1)[C@H](CN1C[C@@H]2[C@H](C1)CC(C2)OC2=CC=CC=C2)O)O